ClC1=CC=C2C(=N1)SC(=N2)C(=O)[O-] 5-chlorothiazolo[5,4-b]pyridine-2-carboxylate